CC=1C=CC=C2C=C(NC12)C(=O)N[C@@H](CC(=O)OC)C1=CC=CC=C1 methyl (S)-3-(7-methyl-1H-indole-2-carboxamido)-3-phenylpropanoate